(S)-5-((4-((2-hydroxy-1-phenylethyl)amino)-5-(3,8-dioxa-1-azaspiro[4.5]dec-1-en-2-yl)pyrimidin-2-yl)amino)-3,3-dimethyl-2-propylisoindolin-1-one OC[C@H](C1=CC=CC=C1)NC1=NC(=NC=C1C1=NC2(CO1)CCOCC2)NC=2C=C1C(N(C(C1=CC2)=O)CCC)(C)C